FC1=CC(=C(C=C1)C1=NC=CC2=C1CN(C2=O)C2=CC=C(C=C2)O[C@H]2COCC2)OCC(F)(F)F 4-[4-fluoro-2-(2,2,2-trifluoroethoxy)phenyl]-2-(4-{[(3R)-oxolan-3-yl]oxy}phenyl)-2,3-dihydro-1H-pyrrolo[3,4-c]pyridin-1-one